C(CC)O[Al](OC(C)C)OC(C)C mono(n-propoxy)di(isopropoxy)aluminum